(S)-6-((1-(2-fluoro-5-methylphenyl)ethyl)amino)-3-isopropyl-1,3,5-triazine-2,4(1H,3H)-dione FC1=C(C=C(C=C1)C)[C@H](C)NC1=NC(N(C(N1)=O)C(C)C)=O